C1=CC=CC=2C3=CC=CC=C3C3(C12)C=1C=CC=CC1C=1C=C2C(=CC13)C=CC=C2 Spiro[benzo[b]fluorene-11,9'-fluorene]